The molecule is a nitrogen hydride. It is a conjugate base of a diazynediium. It is a conjugate acid of a dinitrogen. [NH+]#N